2-[3'-(9,9-diphenyl-9H-fluoren-2-yl)-biphenyl-3-yl]-4,6-diphenyl-[1,3,5]triazine C1(=CC=CC=C1)C1(C2=CC=CC=C2C=2C=CC(=CC12)C=1C=C(C=CC1)C1=CC(=CC=C1)C1=NC(=NC(=N1)C1=CC=CC=C1)C1=CC=CC=C1)C1=CC=CC=C1